O(C=1C(C(=C(N(C1)C=CCCCCCCCCCCCCCCCC)C)O)=O)C=1C(C(=C(N(C1)C=CCCCCCCCCCCCCCCCC)C)O)=O 5,5'-oxybis(N-octadecenyl-2-methyl-3-hydroxypyridin-4-one)